COC1=C(C(=CC(=C1)C)C)C1=CN=C(N=N1)N[C@H]1CN(CCC1)C 6-(2-methoxy-4,6-dimethyl-phenyl)-N-[(3R)-1-methyl-3-piperidyl]-1,2,4-triazin-3-amine